5-chloro-3-iodo-6-methoxy-1H-pyrazolo[4,3-b]Pyridine-1-carboxylic acid tert-butyl ester C(C)(C)(C)OC(=O)N1N=C(C2=NC(=C(C=C21)OC)Cl)I